trans-tert-butyl 3-hydroxy-2-methylpyrrolidine-1-carboxylate O[C@H]1[C@@H](N(CC1)C(=O)OC(C)(C)C)C